2-((2'-((4-chloro-2-fluorobenzofuran-7-yl)methoxy)-2,3,4,5-tetrahydro-[1,1'-biphenyl]-4-yl)methyl)-1-(((S)-oxetan-2-yl)methyl)-1H-benzo[d]imidazole-6-carboxylic acid methyl ester COC(=O)C=1C=CC2=C(N(C(=N2)CC2CCC(=CC2)C2=C(C=CC=C2)OCC2=CC=C(C=3C=C(OC32)F)Cl)C[C@H]3OCC3)C1